COC(=O)C=1C=C(C2=C(N(N=N2)C/C(=C/CN)/F)C1)C1=CC(=CC=C1)S(NC1CC1)(=O)=O.C(C)CC(CCC)=O ethyl-n-pentanone Methyl-(Z)-1-(4-amino-2-fluorobut-2-en-1-yl)-4-(3-(N-cyclopropylsulfamoyl)phenyl)-1H-benzo[d][1,2,3]triazole-6-carboxylate